3-(5-((4-((2-(4-bromophenyl)cyclopropyl)methyl)piperazin-1-yl)methyl)-1-oxoisoindolin-2-yl)piperidine-2,6-dione BrC1=CC=C(C=C1)C1C(C1)CN1CCN(CC1)CC=1C=C2CN(C(C2=CC1)=O)C1C(NC(CC1)=O)=O